5-[(1R)-1-(3,5-dichloro-4-pyridyl)ethoxy]-3-chloro-1-tetrahydropyran-2-yl-indazole ClC=1C=NC=C(C1[C@@H](C)OC=1C=C2C(=NN(C2=CC1)C1OCCCC1)Cl)Cl